CC1(C=CC2=C(O1)C=C(C3=C2OC(=CC3=O)C4=CC(=C(C=C4)O)O)O)C The molecule is an extended flavonoid that is 4H,8H-pyrano[2,3-f]chromen-4-one substituted by a 3,4-dihydroxyphenyl group at position 2, hydroxy group at position 5 and geminal methyl groups at position 8. It is isolated from the roots of Artocarpus chama and exhibits cytotoxicity against a panel of human tumour cell lines like breast adenocarcinoma, ovarian carcinoma, ileocecal carcinoma and melanoma. It has a role as a metabolite and an antineoplastic agent. It is a trihydroxyflavone, an extended flavonoid and a pyranochromane.